4-[5-{[(3R)-1-(2-cyanoethyl)piperidin-3-yl]methoxy}-8-(3-methyl-2-oxo-2,3-dihydro-1,3-benzoxazol-6-yl)imidazo[1,2-c]pyrimidin-7-yl]benzonitrile C(#N)CCN1C[C@@H](CCC1)COC1=NC(=C(C=2N1C=CN2)C2=CC1=C(N(C(O1)=O)C)C=C2)C2=CC=C(C#N)C=C2